ClC=1C=CC2=C(CCC=3C(=NC=CC3)C2=C2CCNCC2)C1 8-chloro-6,11-dihydro-11-(4-piperidylidene)-5H-benzo[5,6]cyclohepta[1,2-B]pyridine